CC(C)(C)C1=CC=C(C=C1)C(C=O)C 4-(1,1-dimethylethyl)phenylpropionaldehyde